2,2'-bis(3-carboxypropoxy)-1,1'-binaphthyl C(=O)(O)CCCOC1=C(C2=CC=CC=C2C=C1)C1=C(C=CC2=CC=CC=C12)OCCCC(=O)O